C(C)(C)(C)N1N=CC=C1C1=NN2C(=NC=3C=CC=CC3C2=N1)N[C@H]1C(NCCCC1)=O (3R)-3-{[2-(1-tert-butyl-1H-pyrazol-5-yl)[1,2,4]triazolo[1,5-c]quinazolin-5-yl]amino}azepan-2-one